The molecule is an enoate ester obtained by the formal condensation of the 4'-hydroxy group of luteolin 7-O-beta-D-glucoside with the carboxy group of angelic acid. It has a role as a plant metabolite. It is a glycosyloxyflavone, a dihydroxyflavone, a beta-D-glucoside, a monosaccharide derivative and an enoate ester. It derives from a luteolin 7-O-beta-D-glucoside and an angelic acid. C/C=C(/C)\\C(=O)OC1=C(C=C(C=C1)C2=CC(=O)C3=C(C=C(C=C3O2)O[C@H]4[C@@H]([C@H]([C@@H]([C@H](O4)CO)O)O)O)O)O